C(C1=CC=CC=C1)OP(=O)(OCC1=CC=CC=C1)OCOC1=NN2C(C=CC=C2)=C1C(=O)N(C(OC(C)(C)C)=O)C1=C(C(=C(C(=C1F)F)C1=CC(=CC=C1)OCC(C)(F)F)F)F Tert-butyl (2-(((bis(benzyloxy)phosphoryl)oxy)methoxy)pyrazolo[1,5-a]pyridine-3-carbonyl)(3'-(2,2-difluoropropoxy)-2,3,5,6-tetrafluoro-[1,1'-biphenyl]-4-yl)carbamate